tert-butyl 6-[[2-fluoro-4-(trifluoromethylsulfanyl)phenyl]methylene]-2-azaspiro[3.3]heptane-2-carboxylate FC1=C(C=CC(=C1)SC(F)(F)F)C=C1CC2(CN(C2)C(=O)OC(C)(C)C)C1